5-methyl-N-{phenyl[5-(propan-2-yl)pyridin-2-yl]methyl}-1-[2-(1H-1,2,3-triazol-5-yl)acetyl]pyrrolidine-2-carboxamide CC1CCC(N1C(CC1=CN=NN1)=O)C(=O)NC(C1=NC=C(C=C1)C(C)C)C1=CC=CC=C1